C(C)(C)(C)C(C(=O)N)=C tert-butyl-acrylamide